N1=CN=C(C2=C1NC=C2)N2CC1(C2)CC(C1)NC(C1=C(C=C(C=C1)Cl)[N+](=O)[O-])=O N-(2-(7H-pyrrolo[2,3-d]pyrimidin-4-yl)-2-azaspiro[3.3]hept-6-yl)-4-chloro-2-nitroBenzamide